CCC=CCCCCCC dec-3-en